FC=1C(=C(C=CC1)NC(=S)C=1C(NCCC1OCC1=C(C=NC=C1)OC[C@@H]1N(CCCC1)C(=O)OC(C)(C)C)=O)C tert-butyl (2R)-2-[([4-[([3-[(3-fluoro-2-methylphenyl)carbamothioyl]-2-oxo-5,6-dihydro-1H-pyridin-4-yl]oxy)methyl]pyridin-3-yl]oxy)methyl]piperidine-1-carboxylate